C1(=CC(=CC=C1)\C(\C)=N\NC=1N=C2N(C=NC2=C(C1)N1CCOCC1)CC1CC(N(C1)C)=O)C 4-[(5-{(E)-[1-(m-tolyl)ethylidene]hydrazino}-7-morpholino-3H-1,3,4-triazainden-3-yl)methyl]-1-methyl-2-pyrrolidinone